diphenyl-(m-nitrophenyl)sulfoxonium C1(=CC=CC=C1)[S+](=O)(C1=CC(=CC=C1)[N+](=O)[O-])C1=CC=CC=C1